O=C1NC(CCC1N1C=NC2=C1C=CC(=C2)C#CCNC(C2=NC=C(C=C2)C=2N=CC1=C(C=CC=C1C2)C2=C1C=C(C(N(C1=CC(=C2)CC)C)=O)C)=O)=O N-(3-(1-(2,6-Dioxopiperidin-3-yl)-1H-benzo[d]imidazol-5-yl)prop-2-yn-1-yl)-5-(8-(7-ethyl-1,3-dimethyl-2-oxo-1,2-dihydroquinolin-5-yl)isoquinolin-3-yl)picolinamide